C(C)(C)(C)C1[C@@](N(N(CC1)C(=O)O)C(=O)O)(C(NN(C)C1=NC2=CC(=CC=C2C=C1)Br)=O)C(C)(C)C di-tert-butyl-(3S)-3-[[(7-bromo-2-quinolinyl)-methylamino]carbamoyl]hexahydropyridazine-1,2-dicarboxylic acid